C(C=C)OC(N(C)CC1=C(C=CC(=C1)NC([C@H](CCCNC(=O)N)NC(=O)OCC1C2=CC=CC=C2C=2C=CC=CC12)=O)CO)=O (S)-(5-(2-((((9H-fluoren-9-yl)methoxy)carbonyl)amino)-5-ureidopentanamido)-2-(hydroxymethyl)benzyl)(methyl)carbamic acid allyl ester